2-hydroxy-2-methylbutanoic acid OC(C(=O)O)(CC)C